NC=1SC2=C(N1)C=CC(=C2)[N+](=O)[O-] 2-amino-6-nitrobenzo[D]thiazole